C(C)(C)(C)OC(=O)N1CCC(C(=O)O)(CC1)C#N 1-tert-butoxycarbonyl-4-cyano-isonipecotic acid